N1(CCOCC1)C=1OC2=C(C=CC=C2C(C1)=O)C1=CC2=CC=CC=C2C=C1 2-Morpholin-4-yl-8-naphthalen-2-ylchromen-4-one